CC=1C(CC(CC1)C(=C)C)=O 2-methyl-5-(1-methylvinyl)-2-cyclohexen-1-one